1,4,6-trioxo-N-[3-(piperidin-1-yl)propyl]-7-(propan-2-yl)-4,5,6,7-tetrahydro-1H-1λ4-thieno[2,3-b]pyridine-5-carboxamide O=S1C=CC2=C1N(C(C(C2=O)C(=O)NCCCN2CCCCC2)=O)C(C)C